3-chloro-4-((3,5-difluoropyridin-2-yl)methoxy)-2'-(2-(3-hydroxy-3-methylazetidin-yl)pyrimidin-4-yl)-5',6-dimethyl-2H-[1,4'-bipyridin]-2-one ClC=1C(N(C(=CC1OCC1=NC=C(C=C1F)F)C)C1=CC(=NC=C1C)C1=NC(=NC=C1)N1CC(C1)(C)O)=O